ClC1=C(C=C2C(=NC(N3C2=C1SC[C@@H]3COCOC)=O)N3CCN(CC3)C(=O)OC(C)(C)C)C(F)(F)F (S)-tert-butyl 4-(10-chloro-3-((methoxymethoxy)methyl)-5-oxo-9-(trifluoromethyl)-3,5-dihydro-2H-[1,4]thiazino[2,3,4-ij]quinazolin-7-yl)piperazine-1-carboxylate